O1C(=NC2=C1C=CC=C2)C2=C(C(=C(C(=C2N2C1=CC=CC=C1C=1C=CC=CC21)N2C1=CC=CC=C1C=1C=CC=CC21)N2C1=CC=CC=C1C=1C=CC=CC21)C#N)C2=CC=C(C=C2)N2C1=CC=CC=C1C=1C=C(C=CC21)C#N 9-(2'-(benzo[d]oxazol-2-yl)-3',4',5'-tri(9H-carbazol-9-yl)-6'-cyano-[1,1'-biphenyl]-4-yl)-9H-carbazole-3-carbonitrile